(5-hydroxy-4-methyl-6'-(trifluoromethyl)-[3,3'-bipyridine]-6-carbonyl)glycine OC=1C(=C(C=NC1C(=O)NCC(=O)O)C=1C=NC(=CC1)C(F)(F)F)C